methyl 6-(4-(methylthio)phenyl)pyrazine-2-carboxylate CSC1=CC=C(C=C1)C1=CN=CC(=N1)C(=O)OC